C12CN(CC(CC1)N2)C=2OC1=C(N2)C=C(C=C1C=1SC=CN1)OC(C)C 2-(3,8-diazabicyclo[3.2.1]octan-3-yl)-5-isopropoxy-7-(thiazol-2-yl)benzo[d]oxazole